N1(C=NC2=C1C=CC=C2)C2CC1CCC(C2)N1CCCC(C(=O)O)(CCCCB(O)O)N 2-(3-(3-(1H-benzo[d]imidazol-1-yl)-8-azabicyclo[3.2.1]octan-8-yl)propyl)-2-amino-6-boronohexanoic acid